[3-(4-amino-1-tert-butyl-pyrazolo[3,4-d]pyrimidin-3-yl)-5-(2,2-difluorocyclopropyl)isoxazol-4-yl]boronic acid NC1=C2C(=NC=N1)N(N=C2C2=NOC(=C2B(O)O)C2C(C2)(F)F)C(C)(C)C